(1R,3S)-3-(3-{[(2-meth-oxypyridin-4-yl)acetyl]-amino}-1H-pyrazol-5-yl)-cyclopentyl (2R,4R)-2,4-dimethylazetidine-1-carboxylate C[C@H]1N([C@@H](C1)C)C(=O)O[C@H]1C[C@H](CC1)C1=CC(=NN1)NC(CC1=CC(=NC=C1)OC)=O